3,3-Dimethylbutyl 4-[2-(4-fluorophenyl)-4-oxo-1,3-thiazolidin-3-yl]-3-methylbenzoate FC1=CC=C(C=C1)C1SCC(N1C1=C(C=C(C(=O)OCCC(C)(C)C)C=C1)C)=O